ClC=1C=CC=2N=CN=C(C2N1)NC1=C(C(=C(C=C1)OC1=CC2=C(N(N=N2)C)C(=C1)F)C)F 6-chloro-N-[2-fluoro-4-(7-fluoro-1-methyl-benzotriazol-5-yl)oxy-3-methyl-phenyl]pyrido[3,2-d]pyrimidin-4-amine